trans-(2-hydroxycyclopentyl)carbamic acid benzyl ester C(C1=CC=CC=C1)OC(N[C@H]1[C@@H](CCC1)O)=O